1-(1-(4-methoxybenzyl)-2-carbonyl-1,2-dihydro Ethyl pyrrolo[2,3,4-ij]isoquinolin-5-yl)-2-trifluoromethyl-1H-pyrrole-3-carboxylate COC1=CC=C(CC(C=C=O)N2CC3=NC=C(C4=CC=CC2=C34)N3C(=C(C=C3)C(=O)[O-])C(F)(F)F)C=C1